C(=O)(O)C1=CC=C(C=C1)C1=CC=C(C=C1)C=1C=C(C=C(C1)C1=CC=C(C=C1)C1=CC=C(C=C1)C(=O)O)C1=CC=C(C=C1)C1=CC=C(C=C1)C=1C=C(C=C(C1)C1=CC=C(C=C1)C1=CC=C(C=C1)C(=O)O)C1=CC=C(C=C1)C1=CC=C(C(=O)O)C=C1 4-[4-[3-[4-[4-[3,5-bis[4-(4-carboxyphenyl)phenyl]phenyl]phenyl]phenyl]-5-[4-(4-carboxyphenyl)phenyl]phenyl]phenyl]benzoic acid